FC1=C(C(=O)NCCCN([C@H]2[C@@H]([C@@H]3C([C@H](C2)C3)(C)C)C)CC#C)C(=C(C(=C1F)F)F)F 2,3,4,5,6-Pentafluoro-N-(3-(prop-2-yn-1-yl((1R,2R,3R,5S)-2,6,6-trimethylbicyclo[3.1.1]heptan-3-yl)amino)propyl)benzamide